4-(2,3-dihydropyrazolo(5,1-b)oxazol-7-yl)-6-methylnicotinic acid O1C=2N(CC1)N=CC2C2=CC(=NC=C2C(=O)O)C